C(C1=CC=CC=C1)OC1=CC=CN2C1=NC(=C(C2)CCO)C 9-(benzyloxy)-3-(2-hydroxyethyl)-2-methyl-4H-pyrido[1,2-a]Pyrimidine